COC(=O)C1=C(NC(=C(C1C=1C2=C(SC1)C(=CC=C2)C#N)C(=O)OC)C)CO 4-(7-Cyanobenzo[b]thiophen-3-yl)-2-(hydroxymethyl)-6-methyl-1,4-dihydropyridine-3,5-dicarboxylic acid dimethyl ester